ClC1=C(N=C(NC1=O)C1=C(N=CS1)Cl)N1[C@@H](CNCC1)C 5-chloro-2-(4-chlorothiazol-5-yl)-4-[(2R)-2-methylpiperazin-1-yl]-1H-pyrimidin-6-one